N1CCC2=C(C=CC=C12)CN1C(C=2N(C3=C(C2C=N1)SC(=N3)S(=O)C)C)=O 6-(2,3-Dihydro-1H-indol-4-ylmethyl)-2-methanesulfinyl-8-methyl-6,8-dihydro-3-thia-1,5,6,8-tetraaza-cyclopenta[a]inden-7-one